2-{4-[5-(piperazine-1-carbonyl)-1H-pyrrolo[2,3-b]pyridin-3-yl]piperidine-1-carbonyl}-5-(trifluoromethoxy)aniline N1(CCNCC1)C(=O)C=1C=C2C(=NC1)NC=C2C2CCN(CC2)C(=O)C2=C(N)C=C(C=C2)OC(F)(F)F